FC1=NC(=CC=C1NC(=O)[C@@H]1[C@H](CCCC1)C(=O)OC)C=1N=NN(C1CO)C methyl (1S,2S)-2-((2-fluoro-6-(5-(hydroxymethyl) 1-methyl-1H-1,2,3-triazol-4-yl)pyridin-3-yl)carbamoyl)cyclohexane-1-carboxylate